N-(3,5-Dimethoxyphenyl)-6-(trifluoromethyl)quinolin-4-amine COC=1C=C(C=C(C1)OC)NC1=CC=NC2=CC=C(C=C12)C(F)(F)F